C(#N)C1=CC(=C(COC2=CC=CC(=N2)C2CCN(CC2)CC2=NC3=C(N2CC2OCC2)C=C(C=C3)C(=O)O)C=C1)F 2-[(4-{6-[(4-cyano-2-fluorobenzyl)oxy]pyridin-2-yl}piperidin-1-yl)methyl]-1-[oxetan-2-ylmethyl]-1H-benzimidazole-6-carboxylic acid